C1(C=CC(N1C1=CC=C(C=C1)CCCC(=O)ON1C(CCC1=O)=O)=O)=O succinimidyl (4-p-maleimidophenyl)butyrate